4,6-bis([1,1'-biphenyl]-4-yl)-2-(4-chlorophenyl)pyrimidine C1(=CC=C(C=C1)C1=NC(=NC(=C1)C1=CC=C(C=C1)C1=CC=CC=C1)C1=CC=C(C=C1)Cl)C1=CC=CC=C1